(R)-5-methyl-2-(5-methyl-5,6,7,8-tetrahydro-1,6-naphthyridine-6-carbonyl)-1H-benzo[d]imidazole-6-carbonitrile CC1=CC2=C(NC(=N2)C(=O)N2[C@@H](C=3C=CC=NC3CC2)C)C=C1C#N